[2-[4-[[2-allyl-1-[(7R)-7-ethyl-7-hydroxy-5,6-dihydrocyclopenta[b]pyridin-2-yl]-3-oxo-pyrazolo[3,4-d]pyrimidin-6-yl]amino]phenyl]-2-hydroxy-ethyl] methanesulfonate CS(=O)(=O)OCC(O)C1=CC=C(C=C1)NC1=NC=C2C(=N1)N(N(C2=O)CC=C)C2=CC=C1C(=N2)[C@@](CC1)(O)CC